C1(CCC1)C1CC2(C1)NC(N(C2=O)C2C(N(CC2)C)=O)=O 2-cyclobutyl-7-(1-methyl-2-oxopyrrolidin-3-yl)-5,7-diazaspiro[3.4]octane-6,8-dione